OCC1=CC=C(C=N1)NC(=O)[C@H]1O[C@@]([C@@H]([C@@H]1C1=C(C(=CC=C1)C(F)(F)F)OC)C)(C(F)(F)F)C (2S,3R,4R,5S)-N-(6-(hydroxymethyl)pyridin-3-yl)-3-(2-methoxy-3-(trifluoromethyl)phenyl)-4,5-dimethyl-5-(trifluoromethyl)tetrahydrofuran-2-carboxamide